4-(4-iodo-1-oxo-2-((2-(trimethylsilyl)ethoxy)methyl)-1,2-dihydroisoquinolin-6-yl)piperazine-1-carboxylic acid tert-butyl ester C(C)(C)(C)OC(=O)N1CCN(CC1)C=1C=C2C(=CN(C(C2=CC1)=O)COCC[Si](C)(C)C)I